Cl.CC(C(C12CC(C1)(C2)C2=CC=CC=C2)NC(=O)C2CNCC2)C N-(2-methyl-1-(3-phenylbicyclo[1.1.1]pentan-1-yl)propyl)pyrrolidine-3-carboxamide hydrochloride